C1(=CC(=CC=C1)C=1N=NNN1)C1=CC=CC=C1 5-([1,1'-biphenyl]-3-yl)-2H-tetrazole